(2R,3R,3aS,6S,6aR)-6-((2-amino-3-bromoquinolin-7-yl)oxy)-2-(2-amino-5-fluoro-7H-pyrrolo[2,3-d]pyrimidin-7-yl)hexahydro-3aH-cyclopenta[b]furan-3,3a-diol NC1=NC2=CC(=CC=C2C=C1Br)O[C@H]1CC[C@]2([C@@H]1O[C@H]([C@@H]2O)N2C=C(C1=C2N=C(N=C1)N)F)O